difluoroacetaldehyde-ethyl hemiacetal C(C)OC(C(F)F)O